6-fluorobenzo[d]oxazol-2(3H)-one FC1=CC2=C(NC(O2)=O)C=C1